N-((1-benzylcyclobutyl)methyl)-1-methyl-5-oxo-4,5-dihydro-1H-1,2,4-triazole-3-carboxamide C(C1=CC=CC=C1)C1(CCC1)CNC(=O)C1=NN(C(N1)=O)C